N-(trans-3-fluoro-1-methylpiperidin-4-yl)-3-(4-fluorobenzyl)pyrazin-2-amine F[C@@H]1CN(CC[C@H]1NC1=NC=CN=C1CC1=CC=C(C=C1)F)C